5-fluoro-N-(2-fluorophenyl)-4-[3-methyl-5-oxo-4-(propan-2-yl)-4,5-dihydro-1H-1,2,4-triazol-1-yl]-2-[(2S)-pent-2-yloxy]benzamide FC=1C(=CC(=C(C(=O)NC2=C(C=CC=C2)F)C1)O[C@@H](C)CCC)N1N=C(N(C1=O)C(C)C)C